C(C(CCC)CCC)(=O)[O-].C(C(CCC)CCC)(=O)[O-].[Mg+2] magnesium divalproate